4-methoxy-phenoxypentafluoroethyl-cyclotriphosphazene COC1=CC=C(OP2(=NP=NP=N2)C(C(F)(F)F)(F)F)C=C1